(Z)-4-(2-(3,5-dichlorophenyl)-1-fluorovinyl)tetrahydro-2H-pyran ClC=1C=C(C=C(C1)Cl)\C=C(/F)\C1CCOCC1